BrC1=CC=C(C=C1)[C@@H](CCN1CCC(CC1)C(=O)OC)NC(=O)OC(C)(C)C methyl (R)-1-(3-(4-bromophenyl)-3-((tert-butoxycarbonyl)amino)propyl)piperidine-4-carboxylate